C(C)(CC)N1CCC2=CC(=CC=C12)N (sec-butyl)indolin-5-amine